C1(=NC=CC2=CC=CC=C12)N1N=C(N=C1N)NC1=CC=C(C=C1)OCCN1CCCC1 1-(isoquinolin-1-yl)-N3-(4-(2-(pyrrolidin-1-yl)ethoxy)phenyl)-1H-1,2,4-triazole-3,5-diamine